isopropyl-amino-2-((tert-butoxycarbonyl) amino)-4-phenylhexanoate C(C)(C)C(C(C(=O)[O-])(NC(=O)OC(C)(C)C)N)C(CC)C1=CC=CC=C1